{3-[5-(2-aminopyrimidin-4-yl)-2-{3-azaspiro[5.5]undecan-9-yl}-1,3-thiazol-4-yl]-2-fluorophenyl}propane-1-sulfonamide NC1=NC=CC(=N1)C1=C(N=C(S1)C1CCC2(CCNCC2)CC1)C=1C(=C(C=CC1)C(CC)S(=O)(=O)N)F